2-hydroxy-(pyridine-4-yl)acetonitrile OC(C#N)C1=CC=NC=C1